tert-Butyl 2-[1-[3,6-dimethyl-2-(1-methylindazol-5-yl)-4-oxo-chromen-8-yl]ethylamino]benzoate CC1=C(OC2=C(C=C(C=C2C1=O)C)C(C)NC1=C(C(=O)OC(C)(C)C)C=CC=C1)C=1C=C2C=NN(C2=CC1)C